acrylic acid trimethylsilyl ester C[Si](C)(C)OC(C=C)=O